ClC1=NC2=C(C=CC=C2C=N1)C=1C=C(N)C=CC1 3-(2-chloroquinazolin-8-yl)aniline